OC[C@@H](C[C@@H](CCCCCCCCCCCCCC=C)O)O (2r,4r)-1,2,4-trihydroxynonadec-18-ene